C(C)(C)(C)OC(=O)N1[C@H](CN(CC1)C1=NC(=NC2=C(C(=C(C=C12)OC)Br)OC1CC1)Cl)CC#N (S)-4-(7-bromo-2-chloro-8-cyclopropyloxy-6-methoxyquinazolin-4-yl)-2-(cyanomethyl)piperazine-1-carboxylic acid tert-butyl ester